C(C)(C)(C)N1C[C@H](N(S(C2=C1C=C(C(=C2)O)F)(=O)=O)C)C(C)C (R)-5-(tert-butyl)-7-fluoro-8-hydroxy-3-isopropyl-2-methyl-2,3,4,5-tetrahydrobenzo[f][1,2,5]thiadiazepine 1,1-dioxide